5-(4-(bis(4-chlorophenyl)methyl)piperazine-1-carbonyl)-2-(2,6-dioxopiperidin-3-yl)isoindoline-1,3-dione ClC1=CC=C(C=C1)C(N1CCN(CC1)C(=O)C=1C=C2C(N(C(C2=CC1)=O)C1C(NC(CC1)=O)=O)=O)C1=CC=C(C=C1)Cl